O1C(=CC=C1)C1=C(C(=O)[O-])C=CC=N1 furylnicotinate